4-chloropyrazolo[1,5-a]pyrazin ClC=1C=2N(C=CN1)N=CC2